C(CCCCC([2H])([2H])[2H])B1OC(C(O1)(C)C)(C)C 2-(hexyL-6,6,6-d3)-4,4,5,5-tetramethyl-1,3,2-dioxaborolane